ClC1=C(C=CC=C1)[C@H]1CC[C@H](N1C(C1=CC=C(C=C1)CC(C)C)=O)C(=O)O (2S,5R)-5-(2-chlorophenyl)-1-(4-isobutylbenzoyl)pyrrolidine-2-carboxylic acid